11-bromo-9-fluoro-2-methyl-4,5-dihydropyrazolo[4',3':3,4]pyrido[2,1-b]quinazolin-7(2H)-one BrC=1C=C(C=C2C(N3C(=NC12)C=1C(CC3)=NN(C1)C)=O)F